C(CC(=O)C)(=O)C(=C(C(=O)O)C)CC.C(C=C)(=O)O.C(C=C)(=O)O.C(C=C)(=O)O.C(O)C(CC)(CO)CO Trimethylolpropane triacrylate Acetoacetyl-ethyl-methacrylate